(S)-6-(6-((1,1-difluoropropan-2-yl)oxy)pyridin-3-yl)-3-(ethoxydifluoromethyl)-[1,2,4]triazolo[4,3-a]pyrazine FC([C@H](C)OC1=CC=C(C=N1)C=1N=CC=2N(C1)C(=NN2)C(F)(F)OCC)F